tert-butyl[(3-methylpent-4-yn-1-yl)oxy]diphenylsilane C(C)(C)(C)[Si](C1=CC=CC=C1)(C1=CC=CC=C1)OCCC(C#C)C